BrC1=CC2=C(N(C(C(N2C)=O)=O)C2CCNCC2)N=C1 7-bromo-1-methyl-4-(piperidin-4-yl)-1,4-dihydropyrido[2,3-b]pyrazine-2,3-dione